C(C)(C)(C)OC(=O)N[C@@H](CC(=O)OCC)C=1C=C(C=C(C1F)C)C1=C(C=C(C=C1C)F)CCCCC=C Ethyl (S)-3-((tert-butoxycarbonyl)amino)-3-(4,4'-difluoro-2'-(hex-5-en-1-yl)-5,6'-dimethyl-[1,1'-biphenyl]-3-yl)propanoate